COP(OC)(=O)C=CCCO[Si](C1=CC=CC=C1)(C1=CC=CC=C1)C(C)(C)C (4-((tert-butyldiphenylsilyl)oxy)but-1-en-1-yl)phosphonic acid dimethyl ester